FC(C)(F)C1=CC2=C(N=N1)N(C(=N2)C2=C(C=C(C=N2)C2=CC=C(C=C2)C2(CC2)C#N)S(=O)(=O)CC)C 1-(4-{6-[3-(1,1-difluoroethyl)-7-methyl-7H-imidazo[4,5-c]pyridazin-6-yl]-5-(ethanesulfonyl)pyridin-3-yl}phenyl)cyclopropane-1-carbonitrile